3-(pyridin-2-yl)-1H-indazole N1=C(C=CC=C1)C1=NNC2=CC=CC=C12